N1=CC=C(C=C1)C1=C(C=CC=C1)C1=C(C(=NC(=C1N1C2=C(C=3C=CC=CC13)C=NC=C2)N2C1=C(C=3C=CC=CC23)C=NC=C1)N1C2=C(C=3C=CC=CC13)C=NC=C2)N2C1=C(C=3C=CC=CC23)C=NC=C1 5,5',5'',5'''-(4-(2-(pyridin-4-yl)phenyl)pyridine-2,3,5,6-tetrayl)tetrakis(5H-pyrido[4,3-b]indole)